C1(CC1)C1=C(C(=NO1)C1=C(C=CC=C1Cl)Cl)COC=1C=C2C=CC(=CC2=CC1)O 6-((5-cyclopropyl-3-(2,6-dichlorophenyl)isoxazol-4-yl)methoxy)naphthalen-2-ol